9-((2R,3R,4R,5R)-5-(((tert-butyldimethylsilyl)oxy)methyl)-3-fluoro-4-((2-sulfido-1,3,2-dithiaphospholan-2-yl)oxy)tetrahydrofuran-2-yl)-2-hydroxy-1,9-dihydro-6H-purin-6-one [Si](C)(C)(C(C)(C)C)OC[C@@H]1[C@H]([C@H]([C@@H](O1)N1C=2N=C(NC(C2N=C1)=O)O)F)OP1(SCCS1)=S